N[C@H]1COC2=C(C(=CC(=C2C1)F)N1CCN(CC1)C(=O)OC(C)(C)C)C#N tert-butyl (R)-4-(3-amino-8-cyano-5-fluorochroman-7-yl)piperazine-1-carboxylate